C(C1=CC=CC=C1)OC(=O)N1CCC(CC1)C(CC(=O)OCC)=O 4-(3-ethoxy-3-oxopropanoyl)piperidine-1-carboxylic acid benzyl ester